5-(6-oxa-2-azaspiro[3.4]oct-2-yl)pyrazolo[1,5-a]pyrimidine-3-carboxamide C1N(CC12COCC2)C2=NC=1N(C=C2)N=CC1C(=O)N